3,4-dihydro-2H-1,4-benzoxazine-7-sulfonamide O1CCNC2=C1C=C(C=C2)S(=O)(=O)N